1-((4,4-difluorocyclohexyl)methyl)-3-(difluoromethyl)-4-methyl-N-(2-(methylsulfonyl)pyridin-4-yl)-1H-pyrazole-5-carboxamide FC1(CCC(CC1)CN1N=C(C(=C1C(=O)NC1=CC(=NC=C1)S(=O)(=O)C)C)C(F)F)F